ethyl-thiopropyl-proline tin [Sn].C(C)SCCCN1[C@@H](CCC1)C(=O)O